N-(pyridin-3-ylmethyl)-5-nitroindoline-6-carboxylic acid methyl ester COC(=O)C1=C(C=C2CCN(C2=C1)CC=1C=NC=CC1)[N+](=O)[O-]